2-(p-iodophenyl)-3-(p-nitrophenyl)-5-phenyl-tetrazolium chloride [Cl-].IC1=CC=C(C=C1)N1[NH2+]C(=NN1C1=CC=C(C=C1)[N+](=O)[O-])C1=CC=CC=C1